N-(5-bromo-4-fluoro-2-(4-methylpiperazin-1-yl)phenyl)-4-(trifluoromethyl)-6-(2-(trimethylsilyl)ethoxy)nicotinamide BrC=1C(=CC(=C(C1)NC(C1=CN=C(C=C1C(F)(F)F)OCC[Si](C)(C)C)=O)N1CCN(CC1)C)F